6-((1H-indazol-4-yl)methyl)-2-(1-hydroxy-1-phenylethyl)-4-methyl-4,6-dihydro-5H-thiazolo[5',4':4,5]pyrrolo[2,3-d]pyridazin-5-one N1N=CC2=C(C=CC=C12)CN1N=CC2=C(C1=O)N(C1=C2SC(=N1)C(C)(C1=CC=CC=C1)O)C